methyl 1,2-oxazole-5-carboxylate O1N=CC=C1C(=O)OC